hexahydropyrido[1,2-a]quinoxaline C1CCCC2NC=C3N(C12)C=CC=C3